(S)-8,8-difluoro-2-(2-methylazetidin-1-yl)-4-(1-(piperidin-4-yl)-1H-pyrazol-4-yl)-5,6,7,8-tetrahydroquinazoline FC1(CCCC=2C(=NC(=NC12)N1[C@H](CC1)C)C=1C=NN(C1)C1CCNCC1)F